CC=1C(=C2C(=C(NC2=CC1C(=O)OC)CCCCC)CCC(=O)O)C dimethyl-2-pentyl-6-(methoxycarbonyl)-indole-3-propionic acid